6-(2-ethylphenyl)-2-(2-pyridinyloxymethyl)imidazo[1,2-a]pyrimidine C(C)C1=C(C=CC=C1)C=1C=NC=2N(C1)C=C(N2)COC2=NC=CC=C2